FC1=C(C(=CC=C1)F)S(=O)(=O)N1CCN(CC1)C(=O)[O-] 4-(2,6-difluorobenzenesulfonyl)-1-piperazinecarboxylate